BrC1=CC=C2CN(C(C2=C1)=O)CC(=O)N 2-(6-bromo-1-oxo-isoindolin-2-yl)acetamide